pyrimidin-2(1H)-on N1C(N=CC=C1)=O